C(C)(C)(C)OC(=O)N[C@@H](C(C[C@H]1N([C@@H]2CC[C@H]1C2)C(=O)OC(C)(C)C)C(=O)OC)C Tert-butyl (1R,3R,4S)-3-((3R)-3-((tert-butoxycarbonyl)amino)-2-(methoxycarbonyl)butyl)-2-azabicyclo[2.2.1]heptane-2-carboxylate